7-bromo-1,2,3,4-tetrahydroacridine-9-amine hydrochloride Cl.BrC1=CC=C2N=C3CCCCC3=C(C2=C1)N